ClC=1C(=C(OC=2C(=CC=3N(N2)C=CC3)C3=NOC[C@H](N3)CC3=C(C=C(C=C3)C)C)C=CC1)F |r| 2-(3-chloro-2-fluorophenoxy)-3-[(5RS)-5-(2,4-dimethylbenzyl)-5,6-dihydro-4H-1,2,4-oxadiazin-3-yl]pyrrolo[1,2-b]pyridazine